6-amino-2-(3-bromo-5-methyl-4-(4-methyl-2-phenylquinoline-6-yl)oxyphenyl)-1,2,4-triazine-3,5(2H,4H)-dione NC=1C(NC(N(N1)C1=CC(=C(C(=C1)C)OC=1C=C2C(=CC(=NC2=CC1)C1=CC=CC=C1)C)Br)=O)=O